CC(C)(C)S(=O)/N=C/COC(C(F)(F)F)(C)C (E)-2-Methyl-N-(2-((1,1,1-trifluoro-2-methylpropan-2-yl)oxy)ethylidene)propane-2-sulfinamide